7-(5-fluoro-2-(((3S,4R)-3-hydroxytetrahydro-2H-pyran-4-yl)amino)pyrimidin-4-yl)-2-(((S)-3-fluoropiperidin-1-yl)methyl)-1-isopropylquinolin-4(1H)-one FC=1C(=NC(=NC1)N[C@H]1[C@@H](COCC1)O)C1=CC=C2C(C=C(N(C2=C1)C(C)C)CN1C[C@H](CCC1)F)=O